tert-butyl {(2S)-4-{[1-methyl-3-(trifluoromethyl)-1H-pyrazol-5-yl]oxy}-3-oxo-1-[(3S)-2-oxopyrrolidin-3-yl]butan-2-yl}carbamate CN1N=C(C=C1OCC([C@H](C[C@H]1C(NCC1)=O)NC(OC(C)(C)C)=O)=O)C(F)(F)F